tetraphosphat [O-]P([O-])(=O)OP(=O)([O-])OP(=O)([O-])OP(=O)([O-])[O-]